bis(dimethylbismuthanyl)amine C[Bi](C)N[Bi](C)C